C(CCCCCCCC(=O)OC(CCCCCCC)CCCCCCC)(=O)OC(CCCCCCC)CCCCCCC di(pentadec-8-yl) azelate